ClC1=CC2=C(N(C(N=C2N2[C@H](CN([C@@H](C2)C)C(C=C)=O)C)=O)C=2C(=NC=CC2C)C(C)C)N=C1C1=CC(=CC=C1)C#CC (M)-6-Chloro-4-[(2S,5R)-2,5-dimethyl-4-prop-2-enoyl-piperazin-1-yl]-1-(2-isopropyl-4-methyl-3-pyridyl)-7-(3-prop-1-ynylphenyl)pyrido[2,3-d]pyrimidin-2-one